C(C)OC(=C)C1=NC=CC(=N1)COC1=CC=C(C=C1)C(C)(C)C1=CC=C(C=C1)N1CCNCC1 2-(1-ethoxyvinyl)-4-((4-(2-(4-(piperazin-1-yl)phenyl)propan-2-yl)phenoxy)methyl)pyrimidine